tert-butyl (2R,5S)-4-benzyl-5-((3,3-dimethylmorpholino)methyl)-2-methylpiperazine-1-carboxylate C(C1=CC=CC=C1)N1C[C@H](N(C[C@@H]1CN1C(COCC1)(C)C)C(=O)OC(C)(C)C)C